CS(=O)(=O)OCC=1N(N=C(C1I)O[C@@H]1CN(CC1)S(=O)(=O)C)CCO[Si](C)(C)C(C)(C)C [2-[2-[tert-butyl (dimethyl)silyl]oxyethyl]-4-iodo-5-[(3S)-1-methylsulfonylpyrrolidin-3-yl]oxy-pyrazol-3-yl]methyl methanesulfonate